3-[3-(hydroxymethyl)-4-methylpiperazin-1-yl]Acrylamide OCC1CN(CCN1C)C=CC(=O)N